6-chloro-N-[(1r,3r)-3-(3-chloro-4-cyanophenoxy)-2,2,4,4-tetramethylcyclobutyl]Pyridazine-3-carboxamide ClC1=CC=C(N=N1)C(=O)NC1C(C(C1(C)C)OC1=CC(=C(C=C1)C#N)Cl)(C)C